tert-butyl 3-(6-nitro-4-oxo-quinazolin-3-yl)-1-oxa-8-azaspiro[4.5]decane-8-carboxylate [N+](=O)([O-])C=1C=C2C(N(C=NC2=CC1)C1COC2(C1)CCN(CC2)C(=O)OC(C)(C)C)=O